N-[(ethoxy)carbonyl]methyl-D-leucyl-L-prolyl-{4-[N'-(2,5,8,11-tetraoxatridecanoyl)carbamimidoyl]benzyl}amide hydrochloride Cl.C(C)OC(=O)CN[C@H](CC(C)C)C(=O)N1[C@@H](CCC1)C(=O)[N-]CC1=CC=C(C=C1)C(N)=NC(OCCOCCOCCOCC)=O